COC=CC1=CC(=CS1)C=1C=NOC1 4-(5-(2-methoxyvinyl)thiophen-3-yl)isoxazole